3-[4-[4-[[(4-aminocyclohexyl)-methyl-amino]methyl]-1-piperidyl]-3-fluoro-anilino]piperidine-2,6-dione NC1CCC(CC1)N(C)CC1CCN(CC1)C1=C(C=C(NC2C(NC(CC2)=O)=O)C=C1)F